C(C)ONC(C1=CN=C(C=C1NC1=C(C=C(C=C1)OC)N(S(=O)(=O)C)C)NC=1SC(=CN1)C)=O N-ethoxy-4-((4-methoxy-2-(N-methylmethanesulfonamido)phenyl)amino)-6-(5-methylthiazol-2-ylamino)nicotinamide